NC[C@H]1NC([C@H](SCC1)C1=CC(=CC=C1)OCC(C)(C)O)=O (2R,5S)-5-(aminomethyl)-2-[3-(2-hydroxy-2-methyl-propoxy)phenyl]-1,4-thiazepan-3-one